N-((4-methoxyphenyl)(methyl)(oxo)-λ6-sulfaneylidene)-7-(5-(trifluoromethyl)-1,2,4-oxadiazol-3-yl)imidazo[1,2-a]pyridine-2-carboxamide COC1=CC=C(C=C1)S(=NC(=O)C=1N=C2N(C=CC(=C2)C2=NOC(=N2)C(F)(F)F)C1)(=O)C